C(=O)O.S1C=CC2=C1C=CC=C2 benzothiophene formate